tert-butyl-(1-((2-chloro-3-methylpyridin-4-yl) oxy) propan-2-yl) carbamate C(N)(OC(COC1=C(C(=NC=C1)Cl)C)CC(C)(C)C)=O